C(C)(C)(C)OC(=O)N1CC2=CC=CC=C2C(C1)(C)C 4,4-dimethyl-3,4-dihydroisoquinoline-2(1H)-carboxylic acid tert-butyl ester